COC1=C(CN(S(=O)(=O)C=2SC=CC2NC(=O)C=2C(=NC3=CC=CC=C3C2)N2CCC(CCC2)(F)F)CC2=C(C=C(C=C2)OC)OC)C=CC(=C1)OC N-(2-(N,N-bis(2,4-dimethoxybenzyl)sulfamoyl)thiophen-3-yl)-2-(4,4-difluoroazepan-1-yl)quinoline-3-carboxamide